ClC=1C(=C(C(=CC1N1C[C@@]2(C3(N(CC3)C)CC2)CC1)F)S(=O)(=O)NC1=NC(=CC=C1)F)F 3-chloro-2,6-difluoro-N-(6-fluoro-2-pyridyl)-4-[(5S)-3-methyl-3,7-diazadispiro[3.0.45.24]undecan-7-yl]benzenesulfonamide